N1=C(C=CC=C1)C=1C=C2CCN=CC2=CC1 6-(pyridin-2-yl)-3,4-dihydroisoquinoline